CN1C2=C(C=C1C(=O)NC1=C(C=CC=C1)COC1=CC=C(O[C@@H]3CC[C@H](CC3)NC(OC(C)(C)C)=O)C=C1)SC=C2 tert-butyl N-[trans-4-[4-[[2-[(4-methylthieno[3,2-b]pyrrole-5-carbonyl)amino]phenyl]methoxy]phenoxy] cyclohexyl]carbamate